1-(11Z,14Z-eicosadienoyl)-2-tridecanoyl-glycero-3-phosphocholine CCCCCCCCCCCCC(=O)O[C@H](COC(=O)CCCCCCCCC/C=C\C/C=C\CCCCC)COP(=O)([O-])OCC[N+](C)(C)C